1,1-bistertiarybutylperoxycyclohexane C(C)(C)(C)OOC1(CCCCC1)OOC(C)(C)C